(R)-6-chloro-1-(6-(3-(dimethyl-amino)azetidin-1-yl)pyridin-3-yl)-7-(2-((imidazo[1,2-a]pyrazin-8-yloxy)methyl)pyrrolidin-1-yl)-4-oxo-1,4-dihydro-quinoline-3-carboxylic acid ClC=1C=C2C(C(=CN(C2=CC1N1[C@H](CCC1)COC=1C=2N(C=CN1)C=CN2)C=2C=NC(=CC2)N2CC(C2)N(C)C)C(=O)O)=O